ClC1=CC(=C(OCC2=CC(=NC=C2)C2CN(CC2)CC2=NC3=C(N2C[C@H]2OCC2)C=C(C=C3)C(=O)O)C=C1)F 2-[(3-{4-[(4-chloro-2-fluorophenoxy)methyl]pyridin-2-yl}pyrrolidin-1-yl)methyl]-1-{[(2S)-oxetan-2-yl]methyl}-1H-1,3-benzodiazole-6-carboxylic acid